CC1=CC=C(C=C1)S(=O)(=O)N1N=C(C=C1)C(=O)NCC=1OC(=CN1)C 1-(4-methylbenzene-1-sulfonyl)-N-[(5-methyl-1,3-oxazol-2-yl)methyl]-1H-pyrazole-3-carboxamide